3a-(1-(4-fluorophenyl)-6-methyl-1H-indazol-5-yl)-5-oxohexahydrocyclopenta[c]pyrrole-2(1H)-carboxylic acid tert-butyl ester C(C)(C)(C)OC(=O)N1CC2C(C1)(CC(C2)=O)C=2C=C1C=NN(C1=CC2C)C2=CC=C(C=C2)F